Cl.FC(C=1C=C(C=CC1)CCC(=O)O)(F)F 3-(3-(trifluoromethyl)phenyl)propanoic acid hydrochloride